C(C)(C)C=1C(=CC(=NC1)N1C=CC=C1)OC=1C(=NC(=NC1)N)N 5-((5-isopropyl-2-(1H-pyrrol-1-yl)pyridin-4-yl)oxy)pyrimidine-2,4-diamine